ethyl 2-[3-(2,2-diethoxyethoxy) isoxazol-5-yl]-3-methyl-butanoate C(C)OC(COC1=NOC(=C1)C(C(=O)OCC)C(C)C)OCC